ClCC=1C=C(C=O)C=CC1O 3-CHLOROMETHYL-4-HYDROXY-BENZALDEHYDE